C[N+](C)(C)C1=CCCCC1 N,N,N-trimethyl-cyclohexenyl-ammonium